benzyl (3-(3-chloro-6-cyanopyridin-2-yl)cyclobutyl)carbamate ClC=1C(=NC(=CC1)C#N)C1CC(C1)NC(OCC1=CC=CC=C1)=O